N-(4-Cyanobenzyl)-1-methyl-6-((1-((2-methyl-1-(2-(methylamino)ethoxy)propan-2-yl)sulfonyl)cyclopropyl)methyl)-7-oxo-4,5,6,7-tetrahydro-1H-pyrazolo[3,4-c]pyridine-3-carboxamide C(#N)C1=CC=C(CNC(=O)C2=NN(C=3C(N(CCC32)CC3(CC3)S(=O)(=O)C(COCCNC)(C)C)=O)C)C=C1